N-methyl-N-isopropyl-N'-(3-(1-neopentylpiperidin-4-yl)-1H-indol-5-yl)urea CN(C(=O)NC=1C=C2C(=CNC2=CC1)C1CCN(CC1)CC(C)(C)C)C(C)C